CN(CCOC1=C(C=CC=2C3=CC(=CC=C3NC12)F)O)C 1-(2-(dimethylamino)ethoxy)-6-fluoro-9H-carbazole-2-ol